1-allyl-4-(2-hydroxyethyl)-piperazine C(C=C)N1CCN(CC1)CCO